F[C@@H]1CN(CC[C@H]1N)C=1N=CC=2CN(C[C@@H](C2C1)C)C1=C2C(=NC(=C1)C)N(N=C2)C (3R,4R)-3-fluoro-1-[(5R)-7-(1,6-dimethylpyrazolo[3,4-b]pyridin-4-yl)-5-methyl-6,8-dihydro-5H-2,7-naphthyridin-3-yl]piperidin-4-amine